NC1=NC=2C=C(C(=CC2C2=C1C=NN2C)C(=O)N(C)CC=2N=NC(=CC2)C2CC2)F 4-amino-N-((6-cyclopropyl-3-pyridazinyl)methyl)-7-fluoro-N,1-dimethyl-1H-pyrazolo[4,3-c]quinoline-8-carboxamide